butanone cyanide [C-]#N.CC(CC)=O